trans-2-phenyl-1,3-dioxan-5-ol C1(=CC=CC=C1)[C@@H]1OC[C@H](CO1)O